1-((1-(2-(3,6-diazabicyclo[3.1.1]heptan-3-yl)-7-(thiazol-2-yl)benzo[d]oxazol-4-yl)-2,2,2-trifluoroethoxy)methyl)cyclopropan-1-ol C12CN(CC(N1)C2)C=2OC1=C(N2)C(=CC=C1C=1SC=CN1)C(C(F)(F)F)OCC1(CC1)O